2-(2-butoxyethoxy)ethylthiocyanate C(CCC)OCCOCCSC#N